3-hydroxy-2,6-pyridinedimethanol Methyl-2-(7,8-difluoro-1,1,3-trioxo-4H-1lambda6,2,4-benzothiadiazin-2-yl)acetate CC(C(=O)O)N1S(C2=C(NC1=O)C=CC(=C2F)F)(=O)=O.OC=2C(=NC(=CC2)CO)CO